CC1=C(C(=CC=C1)C)CO 2,6-dimethylphenyl-methanol